(S)-N-(10-hydroxy-1,2,3-trimethoxy-9-oxo-5,6,7,9-tetrahydrobenzo[a]heptalen-7-yl)acetamide OC=1C(C=C2[C@H](CCC3=C(C2=CC1)C(=C(C(=C3)OC)OC)OC)NC(C)=O)=O